5-(2-glycino)-4H-1,2,4-triazole NC(C(=O)O)C=1NC=NN1